1-((3R,4S)-4-(3-((4-amino-5-(4-chloro-3-methoxyphenyl)-7-isopropyl-7H-pyrrolo[2,3-d]pyrimidin-6-yl)ethynyl)azetidin-1-yl)-3-fluoropiperidin-1-yl)prop-2-en-1-one NC=1C2=C(N=CN1)N(C(=C2C2=CC(=C(C=C2)Cl)OC)C#CC2CN(C2)[C@@H]2[C@@H](CN(CC2)C(C=C)=O)F)C(C)C